8-Bromo-6-nitro-[1,2,4]triazolo[1,5-a]pyridine BrC=1C=2N(C=C(C1)[N+](=O)[O-])N=CN2